FCCCNCCC1=C(CC2=C3C=C(NC3=CC=C2O)C2=C(C=CC=C2)C)C=CC=C1 4-(2-(((3-fluoropropyl)amino)ethyl)benzyl)-2-(o-tolyl)-1H-indol-5-ol